BrC=1C2=CN(N=C2C2=C(C1Cl)OC[C@@H]1N(C2)CCN(C1)C(=O)OC(C)(C)C)C Tert-butyl (7aR)-4-bromo-5-chloro-2-methyl-2,7a,8,10,11,13-hexahydropyrazino[2',1':3,4][1,4]oxazepino[7,6-g]indazole-9(7H)-carboxylate